ClC=1C=C(C=NC1Cl)CN (5,6-dichloro-3-pyridyl)methanamine